FC1=C(C=CC=C1)C1=CC2=C(N=CN(C2=O)CC2(CCN(CC2)C(=O)[C@H]2[C@@H](CN(CC2)CC2=CC=C(C=C2)C)C2=CC=CC=C2)O)N1 6-(2-fluorophenyl)-3-[[4-hydroxy-1-[(3R,4R)-3-phenyl-1-(p-tolylmethyl)piperidine-4-carbonyl]-4-piperidinyl]methyl]-7H-pyrrolo[2,3-d]pyrimidin-4-one